2-(di-p-Tolylphosphoryl)-1-phenylethan-1-one C1(=CC=C(C=C1)P(=O)(C1=CC=C(C=C1)C)CC(=O)C1=CC=CC=C1)C